C(=O)(O)C1=CC=C(C=C1)/C=C/C(=O)C1=CC=C(C=C1)C(/C=C/C1=CC=C(C(=O)O)C=C1)=O 4-[(E)-3-[4-[(E)-3-(4-Carboxyphenyl)prop-2-enoyl]phenyl]-3-oxoprop-1-enyl]benzoic acid